BrC1C(C2=CC=C(C=C2C1)Br)(F)F 2,5-dibromo-1,1-difluoro-2,3-dihydro-1H-indene